C1(CC1)N1CCN(C2=CC=CC=C12)C(=O)C1=CN=CN1CC1=C(C=C(C=C1)F)F (4-cyclopropyl-3,4-dihydroquinoxalin-1(2H)-yl)(1-(2,4-difluorobenzyl)-1H-imidazol-5-yl)methanone